1,3-diphenylpyrimidine-2,4,6(1H,3H,5H)-trione C1(=CC=CC=C1)N1C(N(C(CC1=O)=O)C1=CC=CC=C1)=O